Cl.CC1=C(C=CC=C1C1=NN=C(O1)C1=CC=C(CNC(CC)O)C=C1)C1=CC=CC=C1 (4-(5-(2-methyl-[1,1'-biphenyl]-3-yl)-1,3,4-oxadiazol-2-yl)benzyl)aminopropanol hydrochloride